amino-N-neopentyl-[2,3'-bipyridine]-4-carboxamide NC=1C(=NC=CC1C(=O)NCC(C)(C)C)C=1C=NC=CC1